NCC(CN)(CN)C 2-(Aminomethyl)-2-methylpropane-1,3-diamine